(4-(1-cyclopropyl-4-(trifluoromethyl)-1H-imidazol-2-yl)bicyclo[2.2.2]octan-1-yl)methanol C1(CC1)N1C(=NC(=C1)C(F)(F)F)C12CCC(CC1)(CC2)CO